ClC1=CC=C(C=C1)S(=O)(=O)/C=C/C (2E)-3-(4-chlorobenzenesulfonyl)prop-2-en